N1(CCOCC1)C1=NNC(=C1)N 3-(morpholinyl)-1H-pyrazol-5-amine